2-phenyl-3-(p-toluenesulfonyl)indole tert-butyl-(4-(2-(4-(1-(2,6-dioxopiperidin-3-yl)-3-methyl-2-oxo-2,3-dihydro-1H-benzo[d]imidazol-5-yl)piperazin-1-yl)ethyl)piperidin-1-yl)carbamate C(C)(C)(C)N(C(O)=O)N1CCC(CC1)CCN1CCN(CC1)C1=CC2=C(N(C(N2C)=O)C2C(NC(CC2)=O)=O)C=C1.C1(=CC=CC=C1)C=1NC2=CC=CC=C2C1S(=O)(=O)C1=CC=C(C)C=C1